C(#N)C1=CC(=C(C=C1)C1=NC=C(C=N1)CCNC(OC(C)(C)C)=O)C(=O)C1=CC(=NC(=C1)N1CCOCC1)C tert-Butyl N-[2-[2-[4-cyano-2-(2-methyl-6-morpholin-4-ylpyridine-4-carbonyl)phenyl]pyrimidin-5-yl]ethyl]carbamate